FC(O[Si](OC(F)(F)F)(OC(F)(F)F)C(C(F)(F)F)(F)F)(C(C(C(C(F)(F)F)(F)F)(F)F)(F)F)F perfluorobutyl-ethyl-trimethoxysilane